CC1=NC(=CC(=C1)C=1C(=NN(C1C(=O)O)C=1SC(=C(N1)C#CC1=CC=CC=C1)SC(C)C)C)C 4-(2,6-dimethylpyridin-4-yl)-1-(5-(isopropylthio)-4-(phenylethynyl)thiazol-2-yl)-3-methyl-1H-pyrazole-5-carboxylic acid